(S)-N-[(R)-[1-[(4R)-2,2-dimethyl-1,3-dioxolane-4-carbonyl]piperidin-4-yl](5-fluoro-2-hydroxy-4-methylphenyl)methyl]-2-methylpropane-2-sulfinamide CC1(OC[C@@H](O1)C(=O)N1CCC(CC1)[C@@H](N[S@@](=O)C(C)(C)C)C1=C(C=C(C(=C1)F)C)O)C